OC(=CC(CCC1=CC(=C(C=C1)O)OC)=O)C=CC1=CC(=C(C=C1)O)OC 5-hydroxyl-1,7-bis(4-hydroxy-3-methoxyphenyl)-4,6-heptadiene-3-one